C1N(CCC2=CC=CC=C12)C[C@H](CNC(=O)C=1N=C2N(C=C(C=C2)NC(=O)C2=CN=CS2)C1)O (S)-N-(2-((3-(3,4-dihydroisoquinolin-2(1H)-yl)-2-hydroxypropyl)carbamoyl)imidazo[1,2-a]pyridin-6-yl)thiazole-5-carboxamide